ortho-Bromobenzoat BrC1=C(C(=O)[O-])C=CC=C1